tert-butyl 4-(4-((2,6-dioxopiperidin-3-yl)amino)phenyl)piperidine-1-carboxylate tert-butyl-4-(4-((2,6-dioxopiperidin-3-yl)amino)phenyl)piperidine-1-carboxylate C(C)(C)(C)OC(=O)N1CCC(CC1)C1=CC=C(C=C1)NC1C(NC(CC1)=O)=O.O=C1NC(CCC1NC1=CC=C(C=C1)C1CCN(CC1)C(=O)OC(C)(C)C)=O